ClC1=C(C(=CC=C1)NC1CC1)C=1N=NC(=CC1C(=O)N)C (2-chloro-6-(cyclopropylamino)phenyl)-6-methylpyridazine-4-carboxamide